7-(dibenzylamino)-6-phenylpyrazolo[1,5-a]pyrimidine-3-carboxylate C(C1=CC=CC=C1)N(C1=C(C=NC=2N1N=CC2C(=O)[O-])C2=CC=CC=C2)CC2=CC=CC=C2